ClC1=CC=2C(=C(N=NC2N[C@H](C)C2=CC(=CC(=C2)C(F)(F)F)[N+](=O)[O-])C)N=C1 (R)-3-chloro-8-methyl-N-(1-(3-nitro-5-(trifluoromethyl)phenyl)ethyl)pyrido[2,3-d]pyridazin-5-amine